bis(6-(decyl(3-hydroxypropyl)amino)hexyl) 2,2-dihexylmalonate C(CCCCC)C(C(=O)OCCCCCCN(CCCO)CCCCCCCCCC)(C(=O)OCCCCCCN(CCCO)CCCCCCCCCC)CCCCCC